Tert-butyl-3-(4-(((benzyloxy) carbonyl) amino)-3-fluorophenoxy)-1H-pyrazole-1-carboxylate C(C)(C)(C)OC(=O)N1N=C(C=C1)OC1=CC(=C(C=C1)NC(=O)OCC1=CC=CC=C1)F